1'-(2,2,2-trifluoroethyl)spiro[indoline-3,4'-piperidine] FC(CN1CCC2(CC1)CNC1=CC=CC=C12)(F)F